6-bromo-2,4-dimethylquinoline BrC=1C=C2C(=CC(=NC2=CC1)C)C